(S)-4-(6-(acetoxymethyl)-5-amino-2-(methylthio)pyrimidin-4-yl)-2-(cyanomethyl)piperazine-1-carboxylic acid C(C)(=O)OCC1=C(C(=NC(=N1)SC)N1C[C@@H](N(CC1)C(=O)O)CC#N)N